9-(3-chloro-5-(naphthalen-2-yl)phenyl)phenanthrene ClC=1C=C(C=C(C1)C1=CC2=CC=CC=C2C=C1)C=1C2=CC=CC=C2C=2C=CC=CC2C1